NC1C(CC(CC1)N1CCN(CC1)C1CCN1C=1C(=NC=CC1)C(=O)[O-])N1N=C(C=2C1=NC=NC2N)C2=CC=C(C=C2)OC2=CC=CC=C2 3-(4-(4-(4-amino-3-(4-amino-3-(4-phenoxyphenyl)-1H-pyrazolo[3,4-d]pyrimidin-1-yl)cyclohexyl)piperazin-1-yl)azetidin-1-yl)picolinate